tert-butyl 4-[4-methyl-3-[2-(3-methylpyrrolo[2,3-c]pyridin-1-yl)propanoylamino]phenyl]piperazine-1-carboxylate CC1=C(C=C(C=C1)N1CCN(CC1)C(=O)OC(C)(C)C)NC(C(C)N1C=C(C=2C1=CN=CC2)C)=O